methamidopropyl-(oleic acid) C(=O)NCCCC(C(=O)O)CCCCCC\C=C/CCCCCCCC